CC=1C(=CNC1C1=CC(=CC=C1)C(C(F)(F)F)O)C1=CC=CC=C1 4-Methyl-3-phenyl-5-(3-(2,2,2-trifluoro-1-hydroxyethyl)phenyl)-1H-pyrrol